chloro(o-tolyl)(4-(tributylsilyl)phenyl)phosphine ClP(C1=CC=C(C=C1)[Si](CCCC)(CCCC)CCCC)C1=C(C=CC=C1)C